2-(4-n-propylbenzoyl)-2,3,4,9-tetrahydro-1H-β-carboline C(CC)C1=CC=C(C(=O)N2CC=3NC4=CC=CC=C4C3CC2)C=C1